[Li+].CC([C@@H](C(=O)[O-])N(C(=O)N1CCC2(CN(CN2C)C(C=C)=O)CC1)C)C (2S)-3-methyl-2-{methyl[1-methyl-3-(prop-2-enoyl)-1,3,8-triazaspiro[4.5]decan-8-yl]carbonylamino}butanoic acid, lithium salt